BrSBr bromo-thioether